(E)-3,4-dibromohex-3-ene-1,6-diol Br\C(\CCO)=C(/CCO)\Br